3-(3-(benzoyloxy)azetidin-1-yl)-6-chloropyridazine C(C1=CC=CC=C1)(=O)OC1CN(C1)C=1N=NC(=CC1)Cl